(4Z)-4-(1,3-Benzoxazol-6-ylmethylene)-2-[[2-(trifluoromethyl)phenyl]methylamino]-1H-imidazol-5-one O1C=NC2=C1C=C(C=C2)\C=C\2/N=C(NC2=O)NCC2=C(C=CC=C2)C(F)(F)F